FC(C1=C(C#N)C=CC(=C1)OC1=NC=CC=C1)F 2-(difluoromethyl)-4-(pyridin-2-yloxy)benzonitrile